7-bromo-2,3-dihydro-1H-indene-5-ol BrC=1C=C(C=C2CCCC12)O